(3S)-3-[[(tert-butoxy)carbonyl]amino]-4-(4-chlorophenyl)butanoic acid C(C)(C)(C)OC(=O)N[C@H](CC(=O)O)CC1=CC=C(C=C1)Cl